Dimethyl-vinyl-chlorosilane C[Si](Cl)(C=C)C